FC1=CC=C(C=C1)NC(=O)C1(CC1)C(=O)NC1=CC=C(OC2=CC=NC3=CC(=C(C=C23)OC)C(=O)OC)C=C1 methyl 4-[4-[[1-[(4-fluorophenyl)carbamoyl]cyclopropanecarbonyl]amino]phenoxy]-6-methoxyquinoline-7-carboxylate